O1CCOC12CCN(CC2)C2=C(N)C=CC=C2 2-(1,4-dioxa-8-azaspiro[4.5]dec-8-yl)aniline